NCCC[C@H](C(=O)O)CC=1N=CN(C1)CCC (S)-5-amino-2-((1-propyl-1H-imidazol-4-yl)methyl)pentanoic acid